ClC1=C2C(=NN(C2=CC=C1)S(=O)(=O)C12CC(C1)(C2)F)N2C(C(C2)(F)F)C 4-Chloro-3-(3,3-difluoro-2-methylazetidin-1-yl)-1-((3-fluorobicyclo[1.1.1]pentan-1-yl)sulfonyl)-1H-indazole